3-(3-((4-fluorobenzyl)oxy)-4-((2,2,2-trifluoroethyl)sulfonamido)phenyl)-5-((2-(trifluoromethyl)pyrimidin-4-yl)amino)-1H-pyrazole-4-carboxamide FC1=CC=C(COC=2C=C(C=CC2NS(=O)(=O)CC(F)(F)F)C2=NNC(=C2C(=O)N)NC2=NC(=NC=C2)C(F)(F)F)C=C1